OC(CCCCC)C1=C(C=CC=C1)O 1-hydroxyhexyl-phenol